5-[4-[[(1R)-4-[6-(3-hydroxy-3-methylbutoxy)-2-methylpyridine-3-yl]-2,3-di-hydro-1H-indene-1-yl]oxy]phenyl]-isothiazole-3-ol 1-oxide OC(CCOC1=CC=C(C(=N1)C)C1=C2CC[C@H](C2=CC=C1)OC1=CC=C(C=C1)C1=CC(=NS1=O)O)(C)C